potassium trinitroresorcinol [N+](=O)([O-])C=1C(=C(C(=C(O)C1)[N+](=O)[O-])O)[N+](=O)[O-].[K]